barium-calcium-aluminum-silicon [Si].[Al].[Ca].[Ba]